[NH-]NC(=S)N amidyl-thiourea